C=C1CC(C1)C(=O)OCC1=CC=CC=C1 benzyl 3-methylidenecyclobutane-1-carboxylate